C1(CC1)C=1C=C(C=NC1)COC1=CC=C(C=C1)C=1C=C(C(NC1C(F)(F)F)=O)C(=O)N 5-(4-((5-cyclopropylpyridin-3-yl)methoxy)phenyl)-2-oxo-6-(trifluoromethyl)-1,2-dihydropyridine-3-carboxamide